2-(METHYLTHIO)NICOTINALDEHYDE CSC1=C(C=O)C=CC=N1